C(C)N(C(C1=CN=C(C=C1)CC=1C(C2=CC=CC=C2C(C1C)=O)=O)=O)C(C)C N-ethyl-N-isopropyl-6-((3-methyl-1,4-dioxo-1,4-dihydronaphthalen-2-yl)methyl)nicotinamide